C1(=CC=CC=C1)CCCOC=1C=C(C=CC1)CCCN 3-(3-(3-phenylpropoxy)phenyl)propan-1-amine